C(C)(=O)OCC(C(C)(C)C)C 1-acetoxy-2,3,3-trimethylbutane